o-methoxyl-benzonitrile O(C)C1=C(C#N)C=CC=C1